ClC=1C=C2C(N(C(=NC2=CC1)NC1=CC=C(C=C1)CN1CC(C1)(C)C)C1=CC=CC=C1)=O 6-chloro-2-{4-[(3,3-dimethylazetidin-1-yl)methyl]anilino}-3-phenylquinazolin-4(3H)-one